((1S)-1-((((1S)-1-benzyl-3-ethylamino-2-hydroxy-3-oxopropyl)amino)carbonyl)-3-methylbutyl)carbamic acid (3S)-tetrahydrofuran-3-yl ester O1C[C@H](CC1)OC(N[C@@H](CC(C)C)C(=O)N[C@H](C(C(=O)NCC)O)CC1=CC=CC=C1)=O